O=C1N(CC2=CC(=CC=C12)O[C@H]1[C@@H](CCCC1)N1CC(C1)C1=NC=CC=N1)C1C(NC(CC1)=O)=O 3-(1-oxo-5-(((1R,2R)-2-(3-(pyrimidin-2-yl)azetidin-1-yl)cyclohexyl)oxy)isoindolin-2-yl)piperidine-2,6-dione